FC(C=1C=C(C=CC1)[C@@H](C)NC1=C2C(=C(N=N1)C)N=CC(=C2)N2CC(C2)(O)C)F (R)-1-(5-((1-(3-(difluoromethyl)phenyl)ethyl)amino)-8-methylpyrido[2,3-d]pyridazin-3-yl)-3-methylazetidin-3-ol